CN1C(C(=C(C2=CC=CC(=C12)C)N1CCC(CC1)(C=1OC2=C(N1)C=C(C=C2)C)C)C#N)=O 1,8-dimethyl-4-[4-methyl-4-(5-methyl-1,3-benzoxazol-2-yl)piperidin-1-yl]-2-oxo-1,2-dihydroquinoline-3-carbonitrile